NCC=1N=C2N(C=CC=C2C=2C=CC(=C(C(=O)NC3=CC=C(C=C3)F)C2)C(F)(F)F)C1Br 5-(2-(aminomethyl)-3-bromoimidazo[1,2-a]pyridin-8-yl)-N-(4-fluorophenyl)-2-(trifluoromethyl)benzamide